OC1=C(C(=O)C2=CC=C(C=C2)O)C=CC(=C1O)O 2,3,4,4'-TetrahydroxyBenzophenone